(2S)-tert-butyl 3-(benzyloxy)-2-(4-(1-(2,6-dioxopiperidin-3-yl)-3-ethyl-2-oxo-2,3-dihydro-1H-benzo[d]imidazol-5-yl)piperidin-1-yl)propanoate C(C1=CC=CC=C1)OC[C@@H](C(=O)OC(C)(C)C)N1CCC(CC1)C1=CC2=C(N(C(N2CC)=O)C2C(NC(CC2)=O)=O)C=C1